C(C)(C)(C)N1C(CN(CC1)C(=O)O)CO 1-(tert-butyl)-2-(hydroxymethyl)-piperazine-4-carboxylic acid